C(C)(C)(C)OC(=O)N(C(OC(C)(C)C)=O)C1=NOC=2C1=NC=CC2C2=CC=1C(NCCC1N2)=O tert-butyl N-(tert-butoxycarbonyl)-N-(7-{4-oxo-1H,5H,6H,7H-pyrrolo[3,2-c]pyridin-2-yl}-[1,2]oxazolo[4,5-b]pyridin-3-yl)carbamate